COC1=CC=C(C=C1)C(=COCCOC1=CC=CC=C1)C 1-methoxy-4-(1-(2-phenoxyethoxy)prop-1-en-2-yl)benzene